C(C)(C)(C)OC(N(CC(C)C)N1C(C2=CC(=CC=C2C1)C=1OC(=NN1)C(F)F)=O)=O.C(C)(C)(C)P(C1=CC=C(C=C1)N(C)C)C(C)(C)C di-tert-butyl-(4-dimethylaminoPhenyl)phosphine tert-butyl-{6-[5-(difluoromethyl)-1,3,4-oxadiazol-2-yl]-1-oxo-1,3-dihydro-2H-isoindol-2-yl}(2-methylpropyl)carbamate